ClC=1N=C(C=2N(C1)N=CC2)OC=2C(=C(N)C=CC2)F 3-(6-chloropyrazolo[1,5-a]pyrazin-4-yl)oxy-2-fluoro-aniline